N1=C(N=CC=C1)N1C=CC2=C(C=CC=C12)N 1-(2-pyrimidyl)-4-aminoindole